FC=1C=C2CCCN(C2=CC1)C(=O)C1=CC(=C2C(=N1)N(C=N2)C=2C=CC(=NC2)NC(OC)=O)C methyl N-[5-[5-(6-fluoro-3,4-dihydro-2H-quinoline-1-carbonyl)-7-methyl-imidazo[4,5-b]pyridin-3-yl]-2-pyridyl]carbamate